2-(3-Chloro-4-fluorophenyl)-2-methylpropionitrile ClC=1C=C(C=CC1F)C(C#N)(C)C